C(C=C)(=O)OCCC(=O)[O-].C(C=C)(=O)OCCC(=O)[O-].[Cu+2] copper bis(3-acryloxypropionate)